1-isopropyl-1H-indazole C(C)(C)N1N=CC2=CC=CC=C12